(4-(2-(trifluoromethyl)oxetan-2-yl)phenyl)boronic acid FC(C1(OCC1)C1=CC=C(C=C1)B(O)O)(F)F